C(C)OC=1C=C(C=NC1OC)C1=CC=2N(C=C1)N=C(C2)NC(=O)NCCOC=2C=NC=CC2 1-(5-(5-ethoxy-6-methoxypyridin-3-yl)pyrazolo[1,5-A]pyridin-2-yl)-3-(2-(pyridin-3-yloxy)ethyl)urea